O1CC(C1)N1N=CC(=C1)C1CNCCO1 2-[1-(oxetan-3-yl)pyrazol-4-yl]morpholine